(E)-3-((3-(2-(2-(4-(azetidin-1-yl)-N-methylbut-2-enamido)acetamido)ethyl)phenyl)amino)-6-ethyl-5-isobutylpyrazine N1(CCC1)C/C=C/C(=O)N(C)CC(=O)NCCC=1C=C(C=CC1)NC=1C=NC(=C(N1)CC(C)C)CC